C(C1=CC=CC=C1)(=O)N=[N+]=[N-] benzoyl azide